ethyl 1-(5-fluoro-2-((1-(methylsulfonyl) piperidin-4-yl) amino) pyrimidin-4-yl)-1H-pyrazole-4-carboxylate FC=1C(=NC(=NC1)NC1CCN(CC1)S(=O)(=O)C)N1N=CC(=C1)C(=O)OCC